tert-butyl(4-bromobenzyl) carbamate C(N)(OC(C1=CC=C(C=C1)Br)C(C)(C)C)=O